NC1CC(CCC1)C(=O)NCC1=C(C=C(C=C1)OC)OC 3-amino-N-(2,4-dimethoxybenzyl)cyclohexane-1-carboxamide